BrC1=CC=CC2=C1N(N=N2)C 7-bromo-1-methyl-1,2,3-benzotriazole